4,4-difluoro-2-(1H-1,2,3-triazol-4-yl)butan-2-amine hydrochloride Cl.FC(CC(C)(N)C=1N=NNC1)F